C1(=CC=CC=C1)P(C1=CC=CC=C1)C1=CC=CC=C1 tri-phenylphosphane